6-(2-chloropyrimidin-4-yl)-4,4-dimethyl-3,4-dihydroisoquinolin-1(2h)-one ClC1=NC=CC(=N1)C=1C=C2C(CNC(C2=CC1)=O)(C)C